Cl.O1COC2=C1C=CC(=C2)C2=CC=C1N=C3CCCCC3=C(C1=C2)N2CC(CC2)N 1-[7-(2H-1,3-benzodioxol-5-yl)-1,2,3,4-tetrahydroacridin-9-yl]pyrrolidin-3-amine hydrochloride